2-methyl-4,6-bis(tribromomethyl)-s-triazine CC1=NC(=NC(=N1)C(Br)(Br)Br)C(Br)(Br)Br